2-[3-(1-methyl-2-oxo-ethyl)phenyl]acetic acid CC(C=O)C=1C=C(C=CC1)CC(=O)O